6-({[tert-Butyl(dimethyl)silyl]oxy}methyl)-4-ethylmorpholin-3-one [Si](C)(C)(C(C)(C)C)OCC1OCC(N(C1)CC)=O